(S)-6-(1-amino-1,3-dihydro-spiro[inden-2,4'-piperidin]-1'-yl)-3-(1-(3-(hydroxymethyl)phenyl)vinyl)-1H-pyrazolo[3,4-d]pyrimidin-4(5H)-one N[C@@H]1C2=CC=CC=C2CC12CCN(CC2)C=2NC(C1=C(N2)NN=C1C(=C)C1=CC(=CC=C1)CO)=O